NC(C(=O)O)CC1=CC=C(C=C1)C1=CC=C(C=C1)C1=CC=CC=C1 2-amino-3-[1,1':4',1''-terphenyl-4-yl]-propionic acid